dineopentyl 2-(cyclohexylmethyl)-2-isobutylsuccinate C1(CCCCC1)CC(C(=O)OCC(C)(C)C)(CC(=O)OCC(C)(C)C)CC(C)C